ClCC/C(=C(\C1=CC=CC=C1)/C1=CC=C(OCCN(C(CCCNC2=C3C(N(C(C3=CC=C2)=O)C2C(NC(CC2)=O)=O)=O)=O)C)C=C1)/C1=CC=CC=C1 (Z)-N-(2-(4-(4-chloro-1,2-diphenylbut-1-en-1-yl)phenoxy)ethyl)-4-((2-(2,6-dioxopiperidin-3-yl)-1,3-dioxoisoindolin-4-yl)amino)-N-methylbutanamide